1,4-dibromo-2-(2-methoxyethoxy)benzene BrC1=C(C=C(C=C1)Br)OCCOC